ClC1=C(C=CC=C1Cl)[C@H]1NCC[C@H]1O (2R,3R)-2-(2,3-Dichlorophenyl)pyrrolidin-3-ol